F[C@@H]1[C@@H](CNCC1)NC1=NC=C2C=C(N=C(C2=C1)NC(C)C)C#N 7-(((3R,4S)-4-fluoropiperidin-3-yl)amino)-1-(isopropylamino)-2,6-naphthyridine-3-carbonitrile